10-[4-(4-cyanophenyl)phenoxy]decyl 2,5-dihydroxybenzoate OC1=C(C(=O)OCCCCCCCCCCOC2=CC=C(C=C2)C2=CC=C(C=C2)C#N)C=C(C=C1)O